(9aR,10S)-10-((R)-(2-fluoro-3-methylphenyl)(o-tolyl)methyl)-4-hydroxy-8,9,9a,10-tetrahydro-7H-pyrrolo[1',2':4,5]pyrazino[1,2-b]pyridazine-3,5-dione FC1=C(C=CC=C1C)[C@H]([C@H]1[C@@H]2N(C(C=3N1N=CC(C3O)=O)=O)CCC2)C2=C(C=CC=C2)C